BrCCCCN1C(C2=CC(=C(C=C2C1)OC)OC)=O 2-(4-bromobutyl)-5,6-dimethoxyisoindolin-1-one